C(C1=CC=CC=C1)N1CC(C1)(CCC1=CC=CC=C1)COC 1-benzyl-3-(methoxymethyl)-3-phenethylazetidine